(R)-7'-(3,5-difluorophenyl)dihydro-1'H,3'H,5'H-spiro[piperidine-4,2'-pyrazolo[1,2-a]pyrazol] FC=1C=C(C=C(C1)F)[C@H]1CCN2N1CC1(C2)CCNCC1